Cl.N1(CCC2=CC=CC=C12)CCSC=1NC2=CC=CC=C2CN1 2-((2-(indolin-1-yl)ethyl)thio)-1,4-dihydroquinazoline hydrochloride